N-(5-(3-(furan-2-yl)phenyl)imidazo[1,2-a]pyridin-2-yl)cyclopropanecarboxamide O1C(=CC=C1)C=1C=C(C=CC1)C1=CC=CC=2N1C=C(N2)NC(=O)C2CC2